chloro-N,6-dimethyl-pyrimidin-4-amine ClC1=NC(=CC(=N1)NC)C